1-hydroxycyclohexanecarboxylic acid OC1(CCCCC1)C(=O)O